OC1=CC(=CC=2OC3=CC=CC=C3C(C12)=O)C1=C(C=C(C=C1)OC)OC 1-hydroxy-3-(2,4-dimethoxyphenyl)-9H-xanthen-9-one